(2-(2-hydroxyethyl)-4,5-dimethoxyphenyl)benzophenone OCCC1=C(C=C(C(=C1)OC)OC)C1=C(C(=O)C2=CC=CC=C2)C=CC=C1